ClC=1C=CC(=NC1)C=1N=C2N(C=CC=C2)C1CN1CC2COCC(C1)N2C(=O)C2=NC(=CC=C2)OC(F)(F)F (7-{[2-(5-Chloropyridin-2-yl)imidazo[1,2-a]pyridin-3-yl]methyl}-3-oxa-7,9-diazabicyclo[3.3.1]non-9-yl)[6-(trifluoromethoxy)pyridin-2-yl]methanon